6-(2-benzyloxyphenyl)-4-[1-(1,4-dioxaspiro[4.5]decan-8-yl)-3-methyl-pyrazol-4-yl]pyridazin-3-amine C(C1=CC=CC=C1)OC1=C(C=CC=C1)C1=CC(=C(N=N1)N)C=1C(=NN(C1)C1CCC2(OCCO2)CC1)C